di-tert-butyl ((4R)-2-fluoro-5-hydroxypentane-1,4-diyl)dicarbamate FC(CNC(OC(C)(C)C)=O)C[C@H](CO)NC(OC(C)(C)C)=O